Cl.N[C@@H](CC(C)C)C(=O)O Leucine HCl